dicyano-trifluoromethyl-imidazole C(#N)C1=C(N=C(N1)C(F)(F)F)C#N